(4-amino-6-chloro-3-pyridinyl)methanol NC1=C(C=NC(=C1)Cl)CO